5-methyl-5,6,7,8-tetrahydroquinolin-4-amine CC1C=2C(=CC=NC2CCC1)N